C(CCCCCCCC\C=C/C#CC=C)=O (10Z)-10,14-pentadecadiene-12-ynal